(6-(2,4-dioxotetrahydropyrimidin-1(2H)-yl)-5-fluoropyridazin-3-yl)methyl methanesulfonate CS(=O)(=O)OCC=1N=NC(=C(C1)F)N1C(NC(CC1)=O)=O